C(CCCCCCCCCCC)SC1=CC2=CC=CC=C2C=C1 2-naphthyl (n-dodecyl) sulfide